2-(2-amino-4-hydroxyphenyl)benzothiazole NC1=C(C=CC(=C1)O)C=1SC2=C(N1)C=CC=C2